CC1=CC=2N(N=C1)C(C(=C(N2)C(F)(F)F)C=2C=NC(=NC2)OCC(F)(F)F)=O 8-methyl-3-[2-(2,2,2-trifluoroethoxy)pyrimidin-5-yl]-2-(trifluoromethyl)-4H-pyrimido[1,2-b]pyridazin-4-one